OC1(CN(C1)C1CCC(CC1)N1C(NC2=C1C=C(C(=C2)C=2C=C(C=1N(C2)N=CN1)OC)C(C)C)=O)C(F)(F)F 1-(4-(3-Hydroxy-3-(trifluoromethyl)azetidin-1-yl)cyclohexyl)-6-isopropyl-5-(8-methoxy-[1,2,4]triazolo[1,5-a]pyridin-6-yl)-1,3-dihydro-2H-benzo[d]imidazol-2-on